methyl (1S,3R)-1-(4-(((3R,5R,7R)-adamantan-1-yl)carbamoyl)phenyl)-6-(prop-2-yn-1-yloxy)-2,3,4,9-tetrahydro-1H-pyrido[3,4-b]indole-3-carboxylate C12(CC3CC(CC(C1)C3)C2)NC(=O)C2=CC=C(C=C2)[C@@H]2N[C@H](CC3=C2NC2=CC=C(C=C32)OCC#C)C(=O)OC